(4-(8-(cyclohex-1-en-1-yl)-3-methoxy-6,7-dihydro-5H-benzo[7]annulen-9-yl)phenyl)-4-(dimethoxymethyl)piperidine C1(=CCCCC1)C=1CCCC2=C(C1C1=CC=C(C=C1)N1CCC(CC1)C(OC)OC)C=CC(=C2)OC